P(=O)(O)(O)O.N1=C(N)N=C(N)N=C1N.N1=C(N)N=C(N)N=C1N bismelamine orthophosphate